ClC=1C=C(C=CC1C)NC(=O)N(C)C N-(3-chloro-4-methylphenyl)-N',N'-dimethyl-urea